ClC1=CC=C2C(=N1)N=C(O2)N2CCN(CC2)C(=O)N2CC(C2)C#CC2=C(C=CC=C2Cl)Cl (4-(5-Chlorooxazolo[4,5-b]pyridin-2-yl)piperazin-1-yl)(3-((2,6-dichlorophenyl)ethynyl)azetidin-1-yl)methanone